4-butyl-1-(4-fluoro-3-methoxyphenyl)-3-(4-fluorophenyl)-N-(3-methoxypropyl)-5-methyl-4,5-dihydro-1H-pyrazole-5-carboxamide C(CCC)C1C(=NN(C1(C(=O)NCCCOC)C)C1=CC(=C(C=C1)F)OC)C1=CC=C(C=C1)F